FC=1C=C(C=C(C1F)F)B1OB(OB(O1)C1=CC(=C(C(=C1)F)F)F)C1=CC(=C(C(=C1)F)F)F 2,4,6-tri(3,4,5-trifluorophenyl)boroxine